CCC=C 3-methyl-1-propene